[Cl-].[Mg+2].FC(C(F)(F)F)F.[Cl-] pentafluoroethane magnesium chloride